CC(C1=CC=CC=C1)(C)C=1C(=C(C=C(C1)C(C1=CC=CC=C1)(C)C)N1N=C2C(=N1)C=CC=C2)O 2-(3',5'-Bis(α,α-dimethyl-benzyl)-2'-hydroxy-phenyl)benzotriazol